calcium magnesium calcium zirconium [Zr].[Ca].[Mg].[Ca]